ClC1=C(C=CC=C1)[C@H]([C@H](C)C=1N(C(C(=C(N1)C(=O)NC=1C=NOC1)O)=O)C)C=1C=NN(C1)CC1COC1 2-((1r,2s)-1-(2-chlorophenyl)-1-(1-(oxetan-3-ylmethyl)-1H-pyrazol-4-yl)propan-2-yl)-5-hydroxy-N-(isoxazol-4-yl)-1-methyl-6-oxo-1,6-dihydropyrimidine-4-carboxamide